N,1-bis(4-methoxyphenyl)methanimine COC1=CC=C(C=C1)N=CC1=CC=C(C=C1)OC